3,5-dimethoxyphenyl β-D-galactopyranoside O([C@H]1[C@H](O)[C@@H](O)[C@@H](O)[C@H](O1)CO)C1=CC(=CC(=C1)OC)OC